(1R,3S)-3-{3-[(imidazo-[2,1-b][1,3]thiazol-6-yl-acetyl)amino]-1H-pyrazol-5-yl}cyclopentyl (2S)-butan-2-ylcarbamate C[C@@H](CC)NC(O[C@H]1C[C@H](CC1)C1=CC(=NN1)NC(CC=1N=C2SC=CN2C1)=O)=O